C(C=C)(=O)OCC1=CC(=C(C(=C1)C(C)(C)C)O)C(C)(C)C (3,5-di-tert-butyl-4-hydroxybenzyl) acrylate